2-Chloro-6-(1H-1,2,4-triazol-1-yl)benzamide ClC1=C(C(=O)N)C(=CC=C1)N1N=CN=C1